3-{[5-chloro-6-(5-methoxy-2-pyrazinyl)-2-indolyl]methyl}-1-cyclopropylurea ClC=1C=C2C=C(NC2=CC1C1=NC=C(N=C1)OC)CNC(NC1CC1)=O